CC1=C(C=CC(=C1)C)N(C=N)C1=C(C=C(C=C1)C)C N,N-bis(2,4-dimethylphenyl)formamidine